tert-butyl 3-[(3aR,6R,6aS)-6-{4-amino-5-iodopyrrolo[2,3-d]pyrimidin-7-yl}-2,2-dimethyl-tetrahydro-3aH-cyclopenta[d][1,3]dioxol-4-yl]piperidine-1-carboxylate NC=1C2=C(N=CN1)N(C=C2I)[C@@H]2CC([C@@H]1[C@H]2OC(O1)(C)C)C1CN(CCC1)C(=O)OC(C)(C)C